N1C[C@H](CC1)C(C(=O)O)C [(3R)-pyrrolidin-3-yl]propanoic acid